2-(bromomethyl-d2)-3,5-difluoropyridine BrC(C1=NC=C(C=C1F)F)([2H])[2H]